NCC1CCCC(C1)CN 2,4-bis-(aminomethyl)cyclohexane